2'-chloro-N-[5-(3-ethyl-1-methyl-1H-pyrazole-5-carbonyl)-4H,5H,6H-pyrrolo[3,4-d][1,3]thiazol-2-yl]-5'-methoxy-6-methyl-[4,4'-bipyridine]-3-carboxamide ClC1=NC=C(C(=C1)C1=C(C=NC(=C1)C)C(=O)NC=1SC2=C(N1)CN(C2)C(=O)C2=CC(=NN2C)CC)OC